FC(C1=NN=C(O1)C=1C=CC(=NC1)CN1N=NC(=C1)C1=CC=C2CCN(CC2=C1)C(=O)OC(C)(C)C)F tert-butyl 7-(1-((5-(5-(difluoromethyl)-1,3,4-oxadiazol-2-yl)pyridin-2-yl)methyl)-1H-1,2,3-triazol-4-yl)-3,4-dihydroisoquinolin-2(1H)-carboxylate